4-(3-(5-chloro-6-(trifluoromethyl)isoindolin-2-yl)-3-oxopropyl)-4-cyclopropyl-2,5-dioxoimidazolin ClC=1C=C2CN(CC2=CC1C(F)(F)F)C(CCC1(NC(NC1=O)=O)C1CC1)=O